BrC=1C(=CC=C2C=CC(=NC12)N1CCOCC1)F 4-(8-bromo-7-fluoroquinolin-2-yl)morpholine